OC1=C(C(N(C2=CC=C(C=C12)C)C)=O)C#N 4-hydroxy-1,6-dimethyl-2-oxo-1,2-dihydroquinoline-3-carbonitrile